CC1=NC=2C(=NC(=CC2)C2=CC=NC=C2)N1C1=CC=C(C=C1)C(=O)N1CCOCC1 (4-(2-methyl-5-(pyridin-4-yl)-3H-imidazo[4,5-b]pyridin-3-yl)phenyl)(morpholino)methanone